COC(=O)C1=C(SC(=C1C)C(NCCNC(CNC(CNC(OC(C)(C)C)=O)=O)=O)=O)C(C(CC)C1=CC=C(C=C1)F)=O 5-((2,2-Dimethyl-4,7,10-trioxo-3-oxa-5,8,11-triazatridecan-13-yl)carbamoyl)-2-(2-(4-fluorophenyl)butyryl)-4-methylthiophene-3-carboxylic acid methyl ester